(3-(3,5-difluorophenyl)-7-methyl-2-(trifluoromethyl)-2,4,5,7-tetrahydro-6H-pyrazolo[3,4-c]pyridin-6-yl)(quinolin-6-yl)methanone FC=1C=C(C=C(C1)F)C=1N(N=C2C(N(CCC21)C(=O)C=2C=C1C=CC=NC1=CC2)C)C(F)(F)F